acetenyl-phenyl isothiocyanate C(#C)C1=C(C=CC=C1)N=C=S